N-(2-(3-(cyclopentylethynyl)benzyl)-1-isobutyrylpyrrolidin-3-yl)ethanesulfonamide C1(CCCC1)C#CC=1C=C(CC2N(CCC2NS(=O)(=O)CC)C(C(C)C)=O)C=CC1